Methyl (2S)-3-cyclohexyl-2-(((2,2-dimethyl-1-phenylpropoxy) carbonyl) amino)propanoate C1(CCCCC1)C[C@@H](C(=O)OC)NC(=O)OC(C(C)(C)C)C1=CC=CC=C1